N[C@H]1CS(C2=C(N(C1=O)CC1=CC=C(C=C1)Cl)C=C(C(=C2)F)C2=NC=CC(=N2)C(F)(F)F)(=O)=O (3R)-3-amino-5-[(4-chlorophenyl)methyl]-8-fluoro-1,1-dioxo-7-[4-(trifluoromethyl)pyrimidin-2-yl]-2,3-dihydro-1λ6,5-benzothiazepine-4-One